ClC1=C(C(=NC(=N1)CC1=CC(=CC=C1)F)N)OC1=C(C=CC=C1)OC 6-Chloro-2-(3-fluorobenzyl)-5-(2-methoxyphenoxy)pyrimidin-4-amine